C(C=CC1=CC=CC=C1)(=O)OCC 2-ethyl cinnamate